2-(di-t-butylphosphino)-1,1'-binaphthyl C(C)(C)(C)P(C1=C(C2=CC=CC=C2C=C1)C1=CC=CC2=CC=CC=C12)C(C)(C)C